3-(N-Benzyl-N-(2-(dimethylamino)ethyl)sulfamoyl)-1-(1,2,3,5,6,7-hexahydro-s-indacen-4-yl)urea, potassium salt [K].C(C1=CC=CC=C1)N(S(=O)(=O)NC(NC1=C2CCCC2=CC=2CCCC12)=O)CCN(C)C